3-{4-[4-Methyl-3-(4-pyridin-3-yl-pyrimidin-2-ylamino)-phenylcarbamoyl]-phenyl}-piperidine-1-carboxylic acid benzyloxymethyl ester C(C1=CC=CC=C1)OCOC(=O)N1CC(CCC1)C1=CC=C(C=C1)C(NC1=CC(=C(C=C1)C)NC1=NC=CC(=N1)C=1C=NC=CC1)=O